FC(C(C)C(C(=O)OCC(C)C)(CC(=O)OCC(C)C)C)(F)F diisobutyl 2-(1-trifluoromethylethyl)-2-methylsuccinate